CC(=O)N[C@@H]1[C@H]([C@@H]([C@H](O[C@@H]1O)CO)O)O[C@@H]2[C@H]([C@H]([C@@H]([C@H](O2)CO)O)O[C@@H]3[C@H]([C@H]([C@@H]([C@H](O3)CO)O)O[C@@H]4[C@H]([C@H]([C@@H]([C@H](O4)CO)O)O)O)O)O The molecule is an amino tetrasaccharide comprising three residues of D-mannose and one of N-acetyl-alpha-D-glucosamine, in a linear sequence, all joined by beta-(1->3)-linkages.